O.O.O1NC=CC=C1 oxazine dihydrate